N1C=NC(=C1)CCNC(C=CC=1SC=CC1)=O N-[2-(1H-imidazol-4-yl)ethyl]-3-(thiophen-2-yl)prop-2-enamide